C(C)(C)(C)NC1=C2C(=NC=N1)NN=C2C2=CC=C(C=C2)C tert-butyl-3-p-tolyl-1h-pyrazolo[3,4-d]pyrimidin-4-ylamine